benzenoanthracen-1-ol C1(=CC=CC=2C=CC=3C=C4C=CC=CC4=CC3C21)O